(S)-N-((R)-1-(3-chloro-2-cyanopyridin-4-yl)pent-4-en-1-yl)-2-methylpropan-2-sulfinamide ClC=1C(=NC=CC1[C@@H](CCC=C)N[S@@](=O)C(C)(C)C)C#N